2-(((2-Bromothiazol-5-yl)methyl)amino)-5-((imidazo[1,2-a]pyridin-8-ylmethyl)amino)-cyclohexan-1-ol BrC=1SC(=CN1)CNC1C(CC(CC1)NCC=1C=2N(C=CC1)C=CN2)O